[K].ON1N=NC2=C1C=CC=C2 1-hydroxybenzotriazole potassium salt